NC1=CC=C(C=C1)[C@H]1CN(CCC1)C(=O)OC(C)(C)C tert-butyl (S)-3-(4-aminophenyl)piperidine-1-carboxylate